((1s,3s)-3-Hydroxy-3-methylcyclobutyl)(7-(4-methoxy-3-methylphenyl)-2-azaspiro[3.5]nonan-2-yl)methanon OC1(CC(C1)C(=O)N1CC2(C1)CCC(CC2)C2=CC(=C(C=C2)OC)C)C